1-Azetidine-ethanamine N1(CCC1)CCN